ClC1=C(C(=CC=C1)Cl)N1N=C(C(=C1)NC1=NC=C(C=C1)C=1N=NN(N1)C)C(=O)N 1-(2,6-dichlorophenyl)-4-((5-(2-methyl-2H-tetrazol-5-yl)pyridin-2-yl)amino)-1H-pyrazole-3-carboxamide